[Br-].BrC(CCCCC)[N+]1=C(N(C2=C1C=CC=C2)C)C2=C(C=C(C=C2C)C)C 1-bromohexyl-2-mesityl-3-methyl-benzimidazolium bromide